tert-butyl 2-(3-((benzyloxy) carbonyl)-3,8-diazabicyclo[3.2.1]oct-8-yl)-7,8-dihydro-1,6-naphthyridine-6(5H)-carboxylate C(C1=CC=CC=C1)OC(=O)N1CC2CCC(C1)N2C2=NC=1CCN(CC1C=C2)C(=O)OC(C)(C)C